C(C)(C)C1=NC=2C(=NC(=CC2)C(F)(F)F)N1C1=CC2=C(NCO2)C=C1 6-[2-Isopropyl-5-(trifluoromethyl)imidazo[4,5-b]pyridin-3-yl]-3H-1,3-benzoxazol